tert-butyl (R)-4-(6-cyano-1-methyl-2-oxo-1,2-dihydro-1,5-naphthyridin-4-yl)-3-methylpiperazine-1-carboxylate C(#N)C=1N=C2C(=CC(N(C2=CC1)C)=O)N1[C@@H](CN(CC1)C(=O)OC(C)(C)C)C